(2S,3R)-3-[2-[2,6-dichloro-4-(1-methylpyrazol-4-yl)benzoyl]-3,4-dihydro-1H-isoquinolin-5-yl]-2-methyl-pentanoic acid ClC1=C(C(=O)N2CC3=CC=CC(=C3CC2)[C@@H]([C@@H](C(=O)O)C)CC)C(=CC(=C1)C=1C=NN(C1)C)Cl